BrC=1C=C(CN2C(=NC=3N(C(NC(C23)=O)=O)C)SCCC)C=CC1 7-(3-bromobenzyl)-3-methyl-8-(propylthio)-3,7-dihydro-1H-purine-2,6-dione